(R)-N-(2-amino-1-phenylethyl)-4-(7H-pyrrolo[2,3-d]pyrimidin-4-yl)-3,4-dihydro-2H-1,4-thiazine-6-carboxamide NC[C@@H](C1=CC=CC=C1)NC(=O)C1=CN(CCS1)C=1C2=C(N=CN1)NC=C2